FC1(OC2=C(O1)C=CC(=C2)C=2C=C(C(=C(C2)O)[C@H]2[C@@H](C[C@@H](C(=C2)C)O)C(=C)C)O)F (1'R,2'R,4'S)-4-(2,2-difluorobenzo[d][1,3]dioxol-5-yl)-5'-methyl-2'-(prop-1-en-2-yl)-1',2',3',4'-tetrahydro-[1,1'-biphenyl]-2,4',6-triol